N-[1-(2,6-Difluoro-4-methoxyphenyl)-4-[4-(trifluoromethyl)phenyl]-1H-imidazol-2-yl]-4-(difluoromethoxy)benzamide FC1=C(C(=CC(=C1)OC)F)N1C(=NC(=C1)C1=CC=C(C=C1)C(F)(F)F)NC(C1=CC=C(C=C1)OC(F)F)=O